L-lysyl-L-lysine N[C@@H](CCCCN)C(=O)N[C@@H](CCCCN)C(=O)O